C(C)(C)(C)OC(=O)N1C2=C(N([C@H](C1)[C@@H](OCC(C)C=1C=C(C=CC1)CC(=O)O)C1=CC=CC=C1)CC1=CC=C(C=C1)OC)N=CC=C2 (3-{1-[(S)-[(3R)-1-(tert-butoxycarbonyl)-4-[(4-methoxyphenyl)methyl]-2H,3H-pyrido[2,3-b]pyrazin-3-yl](phenyl)methoxy]propan-2-yl}phenyl)acetic acid